aluminum (methyl 2-hydroxyisobutyrate) CCC(C(=O)[O-])(C)O.[Al+3].CCC(C(=O)[O-])(C)O.CCC(C(=O)[O-])(C)O